2,4-difluorophenyl-hydrazine hydrochloride Cl.FC1=C(C=CC(=C1)F)NN